ClC1=CC=C(C=C1)N1C(=NN=C1C)[C@@H]1CC[C@H](CC1)OC=1C=CC(=NC1)C trans-5-[4-[4-(4-chlorophenyl)-5-methyl-1,2,4-triazol-3-yl]cyclohexyl]oxy-2-methylpyridine